BrC1=C(C=2CC3=CC=CC=C3C2C=C1)Br dibromo-fluorene